ClC1=C(C=C2C(=NNC2=C1)C1=CC(=NC=C1)C)C1C[C@@H]2[C@@H](CNC2)C1 6-Chloro-3-(2-methylpyridin-4-yl)-5-((3aR,5s,6aS)-octahydrocyclopenta[c]pyrrol-5-yl)-1H-indazole